5-(cyclopropyloxydifluoromethyl)pyridin C1(CC1)OC(C=1C=CC=NC1)(F)F